NCCCN(CCO)CCCN 2-[bis(3-aminopropyl)amino]ethanol